2-methyl-2,5-dihydro-4H-pyrrolo[3,4-c]quinolin-4-one CN1C=C2C(NC=3C=CC=CC3C2=C1)=O